2-(Carbamoylmethyl)-5,11-dimethyl-6H-pyrido[4,3-b]carbazol-2-ium iodide [I-].C(N)(=O)C[N+]1=CC=2C(=C(C=3NC=4C=CC=CC4C3C2C)C)C=C1